2'-azido-deoxyuridine triphosphate P(O)(=O)(OP(=O)(O)OP(=O)(O)O)OC[C@@H]1[C@H]([C@H]([C@@H](O1)N1C(=O)NC(=O)C=C1)N=[N+]=[N-])O